COC(=O)C1N(CC2(C[C@@H]2COC(C(C)(C)C)=O)C1)CC=1NC(=NC(C1C(=O)OC)C1=C(C=C(C=C1)F)Cl)C=1SC=CN1 (S)-(pivaloyloxy)methyl-5-((6-(2-chloro-4-fluorophenyl)-5-(methoxycarbonyl)-(thiazol-2-yl)-3,6-dihydropyrimidin-4-yl)methyl)-5-azaspiro[2.4]heptane-6-carboxylic acid methyl ester